4-(1-((1s,4R)-4-hydroxy-4-methylcyclohexyl)-1H-pyrazol-4-yl)-7-isopropoxy-1-(((S)-5-oxopyrrolidin-2-yl)methoxy)isoquinoline-6-carboxamide OC1(CCC(CC1)N1N=CC(=C1)C1=CN=C(C2=CC(=C(C=C12)C(=O)N)OC(C)C)OC[C@H]1NC(CC1)=O)C